methyl 4-[(1-methylpiperidin-4-yl)amino]-2-(trifluoromethyl)benzoate CN1CCC(CC1)NC1=CC(=C(C(=O)OC)C=C1)C(F)(F)F